4-Ethyl-N'-(((R)-3-methyl-1,2,3,5,6,7-hexahydrodicyclopenta[b,e]pyridin-8-yl)carbamoyl)thiophene-2-sulfonimidamide C(C)C=1C=C(SC1)S(=O)(N)=NC(NC1=C2C(=NC3=C1CCC3)[C@@H](CC2)C)=O